3-phenylprop-2-ynal C1(=CC=CC=C1)C#CC=O